AMINOISOBUTANOATE NC(C(=O)[O-])(C)C